C(#N)C(NC(=O)[C@@H]1[C@H]2[C@H]3[C@@H](C[C@@H]([C@H]2CN1C([C@H](C(C)(C)C)NC(C(F)(F)F)=O)=O)C3)F)C=3C=NC=C(C3Cl)Cl (1S,2R,3S,6R,7S,9R)-N-[cyano(4,5-dichloropyridin-3-yl)methyl]-4-[(2S)-3,3-dimethyl-2-(2,2,2-trifluoroacetamido)butanoyl]-9-fluoro-4-azatricyclo[5.2.1.0^{2,6}]decane-3-carboxamide